(S)-4-(3-((2-(1-(4-((6-amino-2-butoxy-8-oxo-7,8-dihydro-9H-purin-9-yl)methyl)benzyl)piperidin-4-yl)ethyl)amino)-2-(2-(aminooxy)acetamido)-3-oxopropyl)phenyl dihydrogen phosphate P(=O)(OC1=CC=C(C=C1)C[C@@H](C(=O)NCCC1CCN(CC1)CC1=CC=C(C=C1)CN1C2=NC(=NC(=C2NC1=O)N)OCCCC)NC(CON)=O)(O)O